[(4-{4-amino-1-[1-(4-formylphenyl)pyrrolidin-3-yl]pyrazolo[3,4-d]pyrimidin-3-yl}phenyl)methyl]-5-fluoro-2-methoxybenzamide NC1=C2C(=NC=N1)N(N=C2C2=CC=C(C=C2)CC=2C(=C(C(=O)N)C=C(C2)F)OC)C2CN(CC2)C2=CC=C(C=C2)C=O